FC(C(CC)OC1=CC=C(C=N1)C=1N=CC(=NC1)NN)F [5-[6-[1-(difluoromethyl)propoxy]-3-pyridyl]pyrazin-2-yl]hydrazine